6-methyl-4-{2-[4-(2-(3-oxo-4-(prop-2-yn-1-yl)piperazin-1-yl)ethoxy)phenyl]quinolin-6-yl}-1-tosyl-1H-pyrrolo[2,3-c]pyridin-7(6H)-one CN1C(C2=C(C(=C1)C=1C=C3C=CC(=NC3=CC1)C1=CC=C(C=C1)OCCN1CC(N(CC1)CC#C)=O)C=CN2S(=O)(=O)C2=CC=C(C)C=C2)=O